NOCC[C@@H](C(=O)OC)NC(=O)OC(C)(C)C methyl (2S)-4-(aminooxy)-2-{[(tert-butoxy)carbonyl]amino}butanoate